5-isopropyl-1,3,4-oxadiazole-2-thiol C(C)(C)C1=NN=C(O1)S